5-(6,7-dichloro-3-(1H-pyrazol-4-yl)-1H-indol-2-yl)-1H-1,2,4-triazole-3-carbonitrile ClC1=CC=C2C(=C(NC2=C1Cl)C1=NC(=NN1)C#N)C=1C=NNC1